N-butylpyridine bis(trifluoromethylsulfonyl)imide salt [N-](S(=O)(=O)C(F)(F)F)S(=O)(=O)C(F)(F)F.C(CCC)N1CC=CC=C1